C1(CCCCC1)NCCC[Si](OC)(OC)C N-(cyclohexyl)-gamma-aminopropylmethyldimethoxysilane